O=C1NC(CCC1N1C(C2=CC=C(C=C2C1)N1CCN(CC1)CCCOC1=CC=C(C=C1)[C@@H](C)NC(OC(C)(C)C)=O)=O)=O tert-butyl (R)-1-(4-(3-(4-(2-(2,6-dioxopiperidin-3-yl)-1-oxoisoindolin-5-yl)piperazin-1-yl)propoxy)phenyl)ethylcarbamate